ClC1=NC=C(C=C1Cl)C(F)(F)F 2,3-dichloro-5-trifluoromethyl-pyridine